ClC1=NC(=CC(=C1)CO)Cl (2,6-dichloropyridin-4-yl)methanol